C1(=CC=C(C=C1)C1=CC=CC=2C3=C(SC21)C(=CC=C3)C3=NC(=NC(=N3)C3=CC=2C(C1=CC=CC=C1C2C=C3)(C)C)C3=CC=CC=C3)C3=CC=CC=C3 (6-(1,1'-biphenyl-4-yl)-dibenzothiophene-4-yl)-4-(9,9-dimethylfluorene-2-yl)-6-phenyl-1,3,5-triazine